ClC1=CC=C(C(=N1)C(=O)NS(=O)(=O)C1=NC=CC=C1)N[C@H](C)C=1C=C(C=C2C(C(=C(OC12)C=1C=NN(C1)C)C)=O)C 6-Chloro-3-[[(1R)-1-[3,6-dimethyl-2-(1-methylpyrazol-4-yl)-4-oxo-chromen-8-yl]ethyl]amino]-N-(2-pyridylsulfonyl)pyridine-2-carboxamide